C(C)(=O)OC(COCCO)(C)C (2-Hydroxy-ethoxy)-tert-butyl acetate